C(C1=CC(=NC=C1C1=CC=CC=C1)C1=CC=CC=C1)([2H])([2H])[2H] 4-(methyl-d3)-2,5-diphenylpyridine